[N+](=O)([O-])C=1C=C(C=CC1)C1=CC(=C(C(=C1)N1C2=C(C3=CC=CC=C13)C=CC=N2)N2C1=C(C3=CC=CC=C23)C=CC=N1)N1C2=C(C3=CC=CC=C13)C=CC=N2 3-nitro-3',4',5'-tris(9H-pyrido[2,3-b]indol-9-yl)-[1,1'-biphenyl]